(4-bromo-3-chlorophenyl)cyclopropane-1-carbonitrile BrC1=C(C=C(C=C1)C1(CC1)C#N)Cl